Perfluorophenyl 5-((diethoxyphosphoryl)(methoxy)methyl)benzo[b]thiophene-2-carboxylate C(C)OP(=O)(OCC)C(C1=CC2=C(SC(=C2)C(=O)OC2=C(C(=C(C(=C2F)F)F)F)F)C=C1)OC